1-(6-{[2-(5-hydroxy-1-methylpyrazol-4-yl)pyrimidin-4-yl]amino}-1-[(2S)-4-hydroxybut-2-yl]pyrazolo[4,3-c]pyridin-3-yl)-4-(piperidin-1-ylmethyl)pyrrolidin-2-one OC1=C(C=NN1C)C1=NC=CC(=N1)NC1=CC2=C(C=N1)C(=NN2[C@@H](C)CCO)N2C(CC(C2)CN2CCCCC2)=O